5,6-dimethyl-3-[(4-methylbenzyl)sulfanyl][1,2,4]triazolo[4,3-a]pyrimidin-7(8H)-one CC1=C(C(NC=2N1C(=NN2)SCC2=CC=C(C=C2)C)=O)C